1-[(2S,4S)-1-acetyl-2-methylpiperidin-4-yl]-4-chloro-N-[3-methyl-5-(phenylethynyl)pyridin-2-yl]-1H-pyrazole-5-carboxamide C(C)(=O)N1[C@H](C[C@H](CC1)N1N=CC(=C1C(=O)NC1=NC=C(C=C1C)C#CC1=CC=CC=C1)Cl)C